C(C)(C)(C)OC(=O)N1CCC(CC1)N1N=C(C(=C1)C)I 4-(3-iodo-4-methyl-1H-pyrazol-1-yl)piperidine-1-carboxylic acid tert-butyl ester